C(C)(C)(C)OC(=O)N1CCC=2C=CC(=NC2C1)O 2-hydroxy-5,8-dihydro-1,7-naphthyridine-7(6H)-carboxylic acid tert-butyl ester